FC(C1CN(CCC1)CCCCCN)(F)F 5-[3-(trifluoromethyl)piperidin-1-yl]pentan-1-amine